C[Si]1(CCC(CCC1)NC(=O)C1=CC=2C(=NC(=C(C2F)F)C)N1)C N-(1,1-Dimethylsilacycloheptan-4-yl)-4,5-difluoro-6-methyl-1H-pyrrolo[2,3-b]pyridine-2-carboxamide